ClC=1C(=C(NC=2C3=C(N=CN2)C=CC(=N3)O[C@@H]3CN(CC3)C(C=C)=O)C=CC1OCC1OCC1)F 1-[(3S)-3-[4-[3-Chloro-2-fluoro-4-(oxetan-2-ylmethoxy)anilino]pyrido[3,2-d]pyrimidin-6-yl]oxypyrrolidin-1-yl]prop-2-en-1-one